C1(=CC=CC=C1)C(C#N)=CC1=CC=CC=C1 2,3-diphenyl-acrylonitrile